(S)-2-(methylamino)-3-(octadecyloxy)propan-1-ol CN[C@@H](CO)COCCCCCCCCCCCCCCCCCC